(2R)-2-Amino-N-[6-methoxy-5-(2-methyl-1H-pyrrolo[2,3-b]pyridin-4-yl)-2-pyridyl]-4,4-dimethyl-pentanamide N[C@@H](C(=O)NC1=NC(=C(C=C1)C1=C2C(=NC=C1)NC(=C2)C)OC)CC(C)(C)C